2-(3-vinylpropoxy)-3-propyl acrylate C(C=C)(=O)OCC(C)OCCCC=C